methyl 2-(4-bromophenyl)-2,2-difluoroacetate BrC1=CC=C(C=C1)C(C(=O)OC)(F)F